2-methacryloyloxyethyl-phospholylcholine methacrylate C(C(=C)C)(=O)[O-].C(C(=C)C)(=O)OCCC(OC=1PC=CC1)C[N+](C)(C)C